5-[4-(difluoromethyl)-1,3-thiazol-2-yl]-2-{3-[(3S)-3-(prop-2-yl)piperazin-1-yl]-1,2,4-triazin-6-yl}phenol FC(C=1N=C(SC1)C=1C=CC(=C(C1)O)C1=CN=C(N=N1)N1C[C@@H](NCC1)C(C)C)F